NC1=C2C(=NC=N1)N(N=C2C2=CC=C(C=C2)OC2=CC=CC=C2)CCCCC(=O)NC2=C(C=CC=C2)N 5-(4-Amino-3-(4-phenoxyphenyl)-1H-pyrazolo[3,4-d]pyrimidin-1-yl)-N-(2-aminophenyl)pentanoamide